tert-butyl (6-((3-(2,6-dioxopiperidin-3-yl)-2-methyl-4-oxo-3,4-dihydroquinazolin-5-yl)amino)hexyl)carbamate O=C1NC(CCC1N1C(=NC2=CC=CC(=C2C1=O)NCCCCCCNC(OC(C)(C)C)=O)C)=O